C(C=C)(=O)OCC(C)O acryloxy-2-hydroxypropane